5-(3-(trifluoromethyl)phenyl)-N-(3-(chloromethyl)-1,2,4-thiadiazol-5-yl)thiophene-3-carboxamide FC(C=1C=C(C=CC1)C1=CC(=CS1)C(=O)NC1=NC(=NS1)CCl)(F)F